ethyl 6-(5-chloro-6-methylpyridin-3-yl)-3-cyclopropyl-4-oxo-4,5-dihydropyrazolo-[1,5-a]pyrazine-2-carboxylate ClC=1C=C(C=NC1C)C=1NC(C=2N(C1)N=C(C2C2CC2)C(=O)OCC)=O